Cl[Si](CCCC)(CCCC)CCCC chlorotris(n-butyl)silane